2,6-Bis(benzyloxy)-9-[(2S,3S,4R)-2,3,4,5-tetrakis(benzyloxy)pentyl]-7,9-dihydro-8H-purin-8-one C(C1=CC=CC=C1)OC1=NC(=C2NC(N(C2=N1)C[C@@H]([C@@H]([C@@H](COCC1=CC=CC=C1)OCC1=CC=CC=C1)OCC1=CC=CC=C1)OCC1=CC=CC=C1)=O)OCC1=CC=CC=C1